tert-butyl 4-(N-methoxy-N-methylcarbamoyl)piperidine-1-carboxylate CON(C(=O)C1CCN(CC1)C(=O)OC(C)(C)C)C